F\C(=C/CN1C(C2=CC=CC=C2C1=O)=O)\C(S(=O)(=O)C1=C(C=CC=C1)C)(F)F (Z)-2-(3,4,4-trifluoro-4-(o-tolylsulfonyl)but-2-en-1-yl)isoindoline-1,3-dione